CNC(=O)C1=CC(=NC(=C1)C=1N=NN(C1)C1=CC(=C(C(=O)O)C=C1)C(F)(F)F)C=1N=NN(C1)C1=CC(=C(C(=O)O)C=C1)C(F)(F)F 4,4'-((4-(methylcarbamoyl)pyridine-2,6-diyl)bis(1H-1,2,3-triazole-4,1-diyl))bis(2-(trifluoromethyl)benzoic acid)